(3E)-17,17-diethoxy-1,3-heptadecadiene C(C)OC(CCCCCCCCCCCC/C=C/C=C)OCC